ClCC1=NSC(=N1)NC(=O)C1=CSC(=C1)C1=CC(=CC=C1)C(F)(F)F N-(3-(chloromethyl)-1,2,4-thiadiazol-5-yl)-5-(3-(trifluoromethyl)phenyl)thiophene-3-carboxamide